N12CN3CCN(CN(CC1)C3)C2 1,3,6,8-tetrazatricyclo[4.4.1.13,8]dodecane